N-tetradecyl-2-methyl-3-t-butylcarbonyloxy-pyridin-4-one C(CCCCCCCCCCCCC)N1C(=C(C(C=C1)=O)OC(=O)C(C)(C)C)C